N-((4-carbamimidoylthiophen-2-yl)methyl)-7-((4-phenoxybutanoyl)glycyl)-7-azabicyclo-[2.2.1]heptane-1-carboxamide C(N)(=N)C=1C=C(SC1)CNC(=O)C12CCC(CC1)N2C(CNC(CCCOC2=CC=CC=C2)=O)=O